NC1=NC=C(C=C1OC(C)(C)C=1C=C(C=CC1)NC(C1=CC(=CC=C1)C)=O)Cl N-(3-(2-((2-amino-5-chloropyridin-3-yl)oxy)propan-2-yl)phenyl)-3-methylbenzamide